CC1=[N+](C=CC=C1C)[O-] 2,3-dimethylpyridine N-oxide